5-[[2-(4-amino-1,2,5-oxadiazol-3-yl)-4-fluoro-benzimidazol-1-yl]methyl]pyrazine-2-carbonitrile NC=1C(=NON1)C1=NC2=C(N1CC=1N=CC(=NC1)C#N)C=CC=C2F